COC1=C(C=O)C=CC=C1OC 2,3-dimethoxy-benzaldehyde